C(C1=CC=CC=C1)O[C@@H]1[C@H](C([C@H](C1)N1C2=NC=NC(=C2N=C1)Cl)=C)COCC1=CC=CC=C1 9-((1S,3R,4S)-4-(benzyloxy)-3-((benzyloxy)methyl)-2-methylene-cyclopentyl)-6-chloro-9H-purine